NC=1C2=C(N=CN1)N(C(=C2C2=CC[C@H](CC2)C(=O)N2[C@@H](CCC2)C#C)C2=CC=C(C=C2)NC(C(=C)C)=O)C N-(4-(4-amino-5-((S)-4-((S)-2-ethynylpyrrolidine-1-carbonyl)cyclohex-1-enyl)-7-methyl-7H-pyrrolo[2,3-d]pyrimidin-6-yl)phenyl)methacrylamide